NC1=NC(=NN2C1=NC=C2CC=2C=C(C(=NC2)N2CCN(CC2)CCN(C(OC(C)(C)C)=O)C)C)OCCCC tert-butyl (2-(4-(5-((4-amino-2-butoxyimidazo[2,1-f][1,2,4]triazin-7-yl)methyl)-3-methylpyridin-2-yl)piperazin-1-yl)ethyl)(methyl)carbamate